BrC1=C(C=C(CNC(=O)C2N(CCN(C2)C=2C=3C(N=CN2)=NN(C3)C3=CC=C(C=C3)C(F)(F)F)C)C=C1)Cl N-(4-bromo-3-chlorobenzyl)-1-methyl-4-(2-(4-(trifluoromethyl)phenyl)-2H-pyrazolo[3,4-d]pyrimidin-4-yl)piperazine-2-carboxamide